[1,1'-biphenyl]-4-yl-trifluoromethanesulfonate C1(=CC=C(C=C1)OS(=O)(=O)C(F)(F)F)C1=CC=CC=C1